NC=1SCC(C1C(=O)OC)(C(F)(F)F)O Methyl 2-amino-4-hydroxy-4-(trifluoromethyl)-4,5-dihydrothiophene-3-carboxylate